Cl.NCC1(CCCCC1)CC(=O)OC1=C(C(=CC=C1)C(C)C)C(C)C diisopropylphenyl 2-(1-(aminomethyl)cyclohexyl)acetate hydrochloride